(R)-4-(4-fluorobenzyl)-N-(1-isopropylpyrrolidin-3-yl)-3,4-dihydroquinoxaline FC1=CC=C(CN2CCN(C3=CC=CC=C23)[C@H]2CN(CC2)C(C)C)C=C1